Cl.NCC(=O)C1=C(C=C(C(=C1)OC1=CC=CC=C1)NS(=O)(=O)C)OC 2-amino-1-(2-methoxy-4-methanesulfonamido-5-phenoxyphenyl)ethanone hydrochloride